ClC=1N=C(NC1[C@H]1[C@H](CN(CC1)S(=O)(=O)C=1C=NC=CC1)C)C1=NC=C(C=C1)F 2-[4-Chloro-5-[(3R,4R)-3-methyl-1-(3-pyridylsulfonyl)-4-piperidyl]-1H-imidazol-2-yl]-5-fluoro-pyridine